ClC1=CC2=C([C@]3(OCC2(F)F)C[C@@H](N[C@@H](C3)C=3N=NNC3)C)S1 4-((2S,4S,6S)-2'-chloro-4',4'-difluoro-2-methyl-4',5'-dihydrospiro[piperidine-4,7'-thieno[2,3-c]pyran]-6-yl)-1H-1,2,3-triazol